2-((1R,2R)-1-(2-cyanophenyl)-1-(1,4-dimethyl-1H-pyrazol-3-yl)propan-2-yl)-5-hydroxy-N-(isoxazol-4-yl)-1-methyl-6-oxo-1,6-dihydropyrimidine-4-carboxamide C(#N)C1=C(C=CC=C1)[C@@H]([C@@H](C)C=1N(C(C(=C(N1)C(=O)NC=1C=NOC1)O)=O)C)C1=NN(C=C1C)C